Cl.FC1=CC(=CC2=CN(N=C12)C1CCNCC1)C=1C=C(C=2N(N1)C=C(N2)C)C 6-(7-fluoro-2-(piperidin-4-yl)-2H-indazol-5-yl)-2,8-dimethylimidazo[1,2-b]pyridazine hydrochloride